C(#N)COC1=C(C(=C(C=C1)C1=CN=C2N1C=CN=C2NC2=CC(=C(C(=O)N1CCC(CC1)C(=O)OC[C@H]1NCCNC1)C=C2)C)F)F [(2S)-piperazin-2-yl]methyl 1-[4-[[3-[4-(cyanomethoxy)-2,3-difluorophenyl]imidazo[1,2-a]pyrazin-8-yl]amino]-2-methylbenzoyl]piperidine-4-carboxylate